[N+](=O)(O)[O-].N1=NN=CC=C1 triazainine nitrate